C1=C(C=CC=2OC3=C(C21)C=CC=C3)C=3C(=C(C=2C=CC1=CC=C(C=4C=CC3C2C41)NC4=CC=CC=C4)NC4=CC=CC=C4)C4=CC1=C(OC2=C1C=CC=C2)C=C4 bis(dibenzofuran-2-yl)-N,N'-diphenyl-pyrene-1,6-diamine